N=1CCN=CC1 2,3-dihydropyrazin